3-(4-(4-(4-(4-(4-chlorophenoxy)phenyl)-5-methylthiazol-2-yl)piperidin-1-yl)butyl)-1H-indole-5-carbonitrile ClC1=CC=C(OC2=CC=C(C=C2)C=2N=C(SC2C)C2CCN(CC2)CCCCC2=CNC3=CC=C(C=C23)C#N)C=C1